[Mn].[Zr] zirconium-manganese